3-(8-Aminoimidazo[1,2-a]pyrazin-3-yl)-N-cyclopropyl-4-methylbenzenesulfonamide NC=1C=2N(C=CN1)C(=CN2)C=2C=C(C=CC2C)S(=O)(=O)NC2CC2